Trimethylpentanediol monoisobutyrate C(C(C)C)(=O)OC(CCCC(C)(C)C)O